C(CCCCCCC)C(CC(=O)OCCCCC(OC(NCCN(C(OC(C)(C)C)=O)CCN(C)C)=O)CCCCOC(CC(CCCCCCCC)CCCCCCCC)=O)CCCCCCCC 5-[2-(dimethylamino) ethyl]-2,2-dimethyl-11-{4-[(3-octyl-1-oxoundecyl) oxy] butyl}-4,9-dioxo-5,8-diaza-3,10-dioxapentadecan-15-yl 3-octylundecanoate